N-[2-fluoro-6-methyl-4-[7-(trifluoromethyl)-1,4-oxazepan-4-yl]phenyl]-3,3-dimethyl-butanamide FC1=C(C(=CC(=C1)N1CCOC(CC1)C(F)(F)F)C)NC(CC(C)(C)C)=O